1,1'-bis(diphenylphosphino)-ferrocen C1(=CC=CC=C1)P([C-]1C=CC=C1)C1=CC=CC=C1.[C-]1(C=CC=C1)P(C1=CC=CC=C1)C1=CC=CC=C1.[Fe+2]